2,3,6-Trimethyl-4-methoxyphenol CC1=C(C(=CC(=C1C)OC)C)O